ClCCCS(=O)(=O)N1CCC(=CC1)C=1C=CC=2N(C1)C(=C(N2)CC)N(C=2SC=C(N2)C2=CC=C(C=C2)F)C N-(6-(1-(3-chloropropylsulfonyl)-1,2,3,6-tetrahydropyridin-4-yl)-2-ethylimidazo[1,2-a]pyridin-3-yl)-4-(4-fluorophenyl)-N-methylthiazol-2-amine